1-bromo-3-(methoxy-d3)benzene methyl-5-{[(tert-butoxycarbonyl)amino]methyl}-6-cyclopropylpyridine-2-carboxylate COC(=O)C1=NC(=C(C=C1)CNC(=O)OC(C)(C)C)C1CC1.BrC1=CC(=CC=C1)OC([2H])([2H])[2H]